4-methylbenzene-boric acid B(O)(O)O.CC1=CC=CC=C1